FC1=C2C=NNC2=CC=C1C1=C(N=C2N1C=C(N=C2)C2=CC(=C(C=C2)F)C(C(F)(F)F)(F)F)C(F)(F)F (4-fluoro-1H-indazol-5-yl)-6-(4-fluoro-3-pentafluoroethyl-phenyl)-2-trifluoromethyl-imidazo[1,2-a]pyrazine